Cl.FC(C1(COC1)N)F 3-(Difluoromethyl)oxetane-3-amine hydrochloride